(S)-2-(N-[4-Amino-5-(2-methylpyridin-4-carbonyl)thiazol-2-yl]-4-fluoroanilino)propanamid NC=1N=C(SC1C(=O)C1=CC(=NC=C1)C)N(C1=CC=C(C=C1)F)[C@H](C(=O)N)C